3-butyramido-N-(1-oxo-3-phenyl-1-(2-(quinolin-3-yl)-3,6-dihydropyridin-1(2H)-yl)propan-2-yl)benzamide C(CCC)(=O)NC=1C=C(C(=O)NC(C(N2C(CC=CC2)C=2C=NC3=CC=CC=C3C2)=O)CC2=CC=CC=C2)C=CC1